(2S,6R)-2-((benzyloxy)methyl)-6-difluoromethoxy-1,4-oxaazepane-4-carboxylic acid tert-butyl ester C(C)(C)(C)OC(=O)N1C[C@H](OC[C@@H](C1)OC(F)F)COCC1=CC=CC=C1